O=C1NC(CCC1N1C(N(C2=C1C=CC(=C2)CCCC2CCN(CC2)C(=O)OC(C)(C)C)C)=O)=O tert-butyl 4-[3-[1-(2,6-dioxopiperidin-3-yl)-3-methyl-2-oxo-1,3-benzodiazol-5-yl]propyl]piperidine-1-carboxylate